tert-Butyl 2-[[tert-butyl(diphenyl)silyl] oxy methyl]-3-isobutyl-6-oxo-piperidine-1-carboxylate [Si](C1=CC=CC=C1)(C1=CC=CC=C1)(C(C)(C)C)OCC1N(C(CCC1CC(C)C)=O)C(=O)OC(C)(C)C